FC(C)(F)C1=NC(=CC(=N1)N1CC2(C=3C=NC(=CC31)NC(C)=O)CC2)NC2COC2 N-(1'-(2-(1,1-difluoroethyl)-6-(oxetan-3-ylamino)pyrimidin-4-yl)-1',2'-dihydrospiro[cyclopropane-1,3'-pyrrolo[3,2-c]pyridin]-6'-yl)acetamide